tert-butyl 3-[[3-(cyclopropylcarbamoyl)-2-(2-fluoro-4-iodo-anilino)-1,5-dimethyl-6-oxo-4-pyridyl]amino]azetidine-1-carboxylate C1(CC1)NC(=O)C1=C(N(C(C(=C1NC1CN(C1)C(=O)OC(C)(C)C)C)=O)C)NC1=C(C=C(C=C1)I)F